ClC=1C=C(C=CC1C(F)(F)F)NC(=O)NC1=C(C(=CC=C1)C(=O)C=1C=C2N=C(C=NC2=CC1)N1CCOCC1)F 1-(3-chloro-4-(trifluoromethyl)phenyl)-3-(2-fluoro-3-(3-morpholinoquinoxaline-6-carbonyl)phenyl)urea